benzyl ((S)-2-((3-fluoro-2-hydroxy-5-((S)-2-methoxy-1-((S)-2-oxo-4-(trifluoromethyl)imidazolidin-1-yl)ethyl)phenyl)amino)-1-((1r,4S)-4-fluorocyclohexyl)-2-oxoethyl)carbamate FC=1C(=C(C=C(C1)[C@@H](COC)N1C(N[C@@H](C1)C(F)(F)F)=O)NC([C@H](C1CCC(CC1)F)NC(OCC1=CC=CC=C1)=O)=O)O